C(C)C(CCCCCCCC)(CC)CC triethylnonane